1-tert-butyl-6-chloro-N-[(4-fluorophenyl)methyl]-1H-pyrazolo[3,4-d]pyrimidin-4-amine C(C)(C)(C)N1N=CC=2C1=NC(=NC2NCC2=CC=C(C=C2)F)Cl